[Cl-].C[NH+]1CCC(CC1)CCCC 1-Methyl-4-butylpiperidinium chlorid